CC1=NC=C(C(=C1)C1=C2C(=NC=C1)C=CS2)O[C@@H]2CNCCC2 7-(2-methyl-5-(((S)-piperidin-3-yl)oxy)pyridin-4-yl)thieno[3,2-b]pyridin